2-(8-fluoro-2-methylimidazo[1,2-a]pyridin-6-yl)-7-[(8aR)-hexahydropyrrolo[1,2-a]pyrazin-2(1H)-yl]-4H-pyrido[1,2-a]pyrimidin-4-one FC=1C=2N(C=C(C1)C=1N=C3N(C(C1)=O)C=C(C=C3)N3C[C@@H]1N(CC3)CCC1)C=C(N2)C